C(C)O[C@H]1CC[C@H](CC1)N Cis-4-ethoxycyclohexane-1-amine